N1=C(C=CC=C1)C(NCCNCC=C(CCC=C(C)C)C)C1=NC=CC=C1 N-(dipyridin-2-yl-methyl)-N'-(3,7-dimethyl-octa-2,6-dienyl)-ethane-1,2-diamine